5-Ethylpyrazolo[1,5-a]pyrimidine-3-carboxylic acid C(C)C1=NC=2N(C=C1)N=CC2C(=O)O